O=C([C@H](CCCC)NC(OC(C)(C)C)=O)NCCC1=CC=C(C=C1)C1=CC=C(C=C1)OC(F)(F)F (S)-tert-butyl (1-oxo-1-((2-(4'-(trifluoromethoxy)-[1,1'-biphenyl]-4-yl)ethyl)amino)hexan-2-yl)carbamate